[2,4'-biisoquinolin]-1-one C1(N(C=CC2=CC=CC=C12)C1=CN=CC2=CC=CC=C12)=O